ClC1=CC=NC(=C1C(=O)N(C)CC1=C(C=C(C=C1)F)F)OC 4-Chloro-N-(2,4-difluorobenzyl)-2-methoxy-N-methylnicotinamide